N1=C(N=C(C(=C1C(=O)O)C(=O)O)C(=O)O)C(=O)O Pyrimidinetetracarboxylic acid